methyl (S)-2-((4-(6-((5-cyanopyridin-2-yl)methoxy)pyridin-2-yl)piperazin-1-yl)methyl)-1-(oxetane-2-ylmethyl)-1H-benzo[d]imidazole-6-carboxylate C(#N)C=1C=CC(=NC1)COC1=CC=CC(=N1)N1CCN(CC1)CC1=NC2=C(N1C[C@H]1OCC1)C=C(C=C2)C(=O)OC